ClC=1C(=C(C=NC1Cl)N)I 5,6-dichloro-4-iodo-pyridin-3-amine